N-(2-(3-hydroxy-3-methylbutyl)-6-(3-((2-morpholinoethyl)carbamoyl)phenyl)-2H-indazol-5-yl)-2-(pyridin-3-yl)thiazole-4-carboxamide OC(CCN1N=C2C=C(C(=CC2=C1)NC(=O)C=1N=C(SC1)C=1C=NC=CC1)C1=CC(=CC=C1)C(NCCN1CCOCC1)=O)(C)C